(S)-N-(4-Cyano-3-(trifluoromethyl)phenyl)-3-(3-cyano-5-fluoro-1H-indol-1-yl)-2-hydroxy-2-methylpropanamide C(#N)C1=C(C=C(C=C1)NC([C@@](CN1C=C(C2=CC(=CC=C12)F)C#N)(C)O)=O)C(F)(F)F